C(C)(C)(C)OC(=O)N1C2COCC1CC(C2)C=2C=C1CN3[C@@H](C1=CC2)CN(C[C@H]3C)C3=CC(N(C2=NC=CC=C32)C)=O 7-[(4R,10bS)-4-methyl-2-(1-methyl-2-oxo-1,8-naphthyridin-4-yl)-3,4,6,10b-tetrahydro-1H-pyrazino[2,1-a]isoindol-8-yl]-3-oxa-9-azabicyclo[3.3.1]nonane-9-carboxylic acid tert-butyl ester